N-(7-(hydroxyamino)-7-oxepinyl)benzamide ONC1(C=CC=CCO1)NC(C1=CC=CC=C1)=O